C1(CC1)C=1N(C=CN1)C1CC(C1)O 3-(2-cyclopropyl-1H-imidazol-1-yl)cyclobutan-1-ol